4,4,4-trifluoro-3-hydroxy-3-(trifluoromethyl)butanoic acid FC(C(CC(=O)O)(C(F)(F)F)O)(F)F